8-(tert-butyl)-6-(tert-butyldiphenylsilyl)phenanthrene C(C)(C)(C)C=1C=C(C=C2C=3C=CC=CC3C=CC12)[Si](C1=CC=CC=C1)(C1=CC=CC=C1)C(C)(C)C